ClC1=C(C=C(C=C1)N1CC(C2=NC(=CC=C21)C(=O)N2CC1C(C1C2)CC(=O)OC)(C)C)F methyl 2-(3-(1-(4-chloro-3-fluorophenyl)-3,3-dimethyl-2,3-dihydro-1H-pyrrolo[3,2-b]pyridine-5-carbonyl)-3-azabicyclo[3.1.0]hexan-6-yl)acetate